[Cl-].C(C)(C)(C)OC(CCC(=O)OC(C(=O)OC1CC2CCC(C1)[N+]21CCCC1)(C1=CC=CC=C1)C1=CC=CC=C1)=O 3-(2-((4-(tert-butoxy)-4-oxobutanoyl)oxy)-2,2-diphenylacetoxy)spiro[bicyclo[3.2.1]octane-8,1'-pyrrolidin]-8-ium chloride